BrC1=CC=C(C=C1)C(CN1C=NC=C1)OCC1=CC(=CC=C1)OC 1-(2-(4-bromophenyl)-2-((3-methoxybenzyl)oxy)ethyl)-1H-imidazole